3,3-difluoro-1-(1H-1,2,3-triazol-5-yl)cyclobutan-1-amine hydrochloride Cl.FC1(CC(C1)(N)C1=CN=NN1)F